C(C1=CC=CC=C1)OC=1C(O[C@@H](C1OCC1=CC=CC=C1)[C@H](CO)O)=O (R)-3,4-bis(benzyloxy)-5-((S)-1,2-dihydroxyethyl)furan-2(5H)-one